(S)-N-(3-(benzo[d][1,3]dioxol-4-yloxy)-3-(5-bromothiophen-2-yl)propyl)cyclohexylamine O1COC2=C1C=CC=C2O[C@@H](CCNC2CCCCC2)C=2SC(=CC2)Br